2-[4-(methylcarbamoyl)phenoxy]ethyl methanesulfonate CS(=O)(=O)OCCOC1=CC=C(C=C1)C(NC)=O